OC=1C=C(C=CC1OC)C1=CC2=C(C=N1)N(C(N2C2=CC(=C(C(=C2)OC)OC)OC)=O)C(C)C 6-(3-hydroxy-4-methoxyphenyl)-3-isopropyl-1-(3,4,5-trimethoxyphenyl)-1,3-dihydro-2H-imidazo[4,5-c]pyridin-2-one